6-(3-amino-6-(5-((dimethylamino)methyl)-6-morpholinopyridin-3-yl)-5-fluoropyrazin-2-yl)-3,4-dihydroisoquinolin-1(2H)-one NC=1C(=NC(=C(N1)F)C=1C=NC(=C(C1)CN(C)C)N1CCOCC1)C=1C=C2CCNC(C2=CC1)=O